2-(3-(6-(cyclobutyl(methyl)amino)pyridin-3-yl)-6-oxopyridazin-1(6H)-yl)-N-ethylacetamide C1(CCC1)N(C1=CC=C(C=N1)C1=NN(C(C=C1)=O)CC(=O)NCC)C